OC1(CC(C1)NC1=NN=C(C=2N1C=NC2)C2=C(C=C(C=C2)C(F)(F)F)O)C 2-(4-{[(1s,3s)-3-hydroxy-3-methylcyclobutyl]amino}imidazo[1,5-d][1,2,4]triazin-1-yl)-5-(trifluoromethyl)phenol